Butyl ((4'-((2-ethyl-1H-imidazol-1-yl)methyl)-3'-fluoro-5-isobutyl-[1,1'-biphenyl]-2-yl)sulfonyl)carbamate C(C)C=1N(C=CN1)CC1=C(C=C(C=C1)C1=C(C=CC(=C1)CC(C)C)S(=O)(=O)NC(OCCCC)=O)F